COC1(CNC1)C#CC1=CC2=C(OC[C@@H](C(N2C)=O)NC(C2=NC=CC(=C2)OC2=CC=CC=C2)=O)C=C1 (S)-N-(7-((3-methoxyazetidin-3-yl)ethynyl)-5-methyl-4-oxo-2,3,4,5-tetrahydrobenzo[b][1,4]oxazepin-3-yl)-4-phenoxypicolinamide